F[C@@H]1[C@](COC1)(C)N1CCN(CC1)C=1C=C2C=C(N=CC2=CC1C)NC(=O)[C@@H]1[C@H](C1)C1=NC=CC=C1 (1S,2S)-N-[6-[4-((3R,4R)-4-fluoro-3-methyl-tetrahydrofuran-3-yl)piperazin-1-yl]-7-methyl-3-isoquinolyl]-2-(2-pyridyl)cyclopropanecarboxamide